ClC1=C(C(=O)NC2=C3C=NN(C3=CC=C2)C2=CC(=NC=C2)C)C=C(C=C1)CNC(=O)C1CCCC1 2-chloro-5-{[(cyclopentylcarbonyl)amino]methyl}-N-[1-(2-methylpyridin-4-yl)-1H-indazol-4-yl]benzamide